(R)-N-(5-(4-(Difluoromethyl)phenoxy)-2-methoxyphenyl)-1-methyl-5-oxo-pyrrolidine-2-carboxamide FC(C1=CC=C(OC=2C=CC(=C(C2)NC(=O)[C@@H]2N(C(CC2)=O)C)OC)C=C1)F